(3S)-ethyl 3-amino-3-(2,2',4-trifluoro-4',6'-dimethyl-5-(trifluoromethyl)biphenyl-3-yl)propanoate N[C@@H](CC(=O)OCC)C=1C(=C(C=C(C1F)C(F)(F)F)C1=C(C=C(C=C1C)C)F)F